FC1=NC(=CC=C1S(=O)(=O)N)C 2-fluoro-6-methylpyridine-3-sulfonamide